C(CCCCCCCCCCC)S[C@@H](CC(=O)[C@H]1[C@@H](C=CCC1(C)C)C)C |&1:13| (±)-trans-3-(dodecylthio)-1-(2,6,6-trimethyl-3-cyclohexen-1-yl)-1-butanone